1-oxo-3,6,9,12,15,18,21,24,27,30-decaoxadotriacontane O=CCOCCOCCOCCOCCOCCOCCOCCOCCOCCOCC